5-chloro-9'-hydroxy-1-methylspiro[indoline-2,3'-(3H)-naphtho(2,1-b)-1,4-oxazine] ClC=1C=C2CC3(C=NC4=C(O3)C=CC3=CC=C(C=C34)O)N(C2=CC1)C